2,2'-methylenebis(6-cyclohexyl-p-cresol) C(C1=CC(=CC(=C1O)C1CCCCC1)C)C1=CC(=CC(=C1O)C1CCCCC1)C